3-(3-methyl-2-oxo-4-(3-oxoazetidin-1-yl)-2,3-dihydro-1H-benzo[d]imidazol-1-yl)piperidin-2,6-dione CN1C(N(C2=C1C(=CC=C2)N2CC(C2)=O)C2C(NC(CC2)=O)=O)=O